[Cl-].C(CCCCCCC\C=C/CCCCCCCC)OC(C[N+](C)(C)C)COCCCCCCCC\C=C/CCCCCCCC (2,3-dioleyloxy-propyl)trimethylammonium chloride